tertbutyl (2R,5S)-2,5-dimethylpiperazine-1-carboxylate C[C@H]1N(C[C@@H](NC1)C)C(=O)OC(C)(C)C